(1r,4r)-4-(((5-(3'-amino-2-chloro-2'-methyl-[1,1'-biphenyl]-3-yl)-3-methoxypyrazin-2-yl)methyl)(methyl-d3)amino)cyclohexane-1-carboxylic acid methyl ester COC(=O)C1CCC(CC1)N(C([2H])([2H])[2H])CC1=NC=C(N=C1OC)C=1C(=C(C=CC1)C1=C(C(=CC=C1)N)C)Cl